Ethyl-2-cyano-2-hydroxyiminoacetate C(C)OC(C(=NO)C#N)=O